1-Methyl-16-azatetracyclo[7.6.1.02,7.010,15]hexadeca-2,4,6,10,12,14-hexaene (2E)-2-butenedioate C(\C=C\C(=O)O)(=O)O.CC12C3=CC=CC=C3CC(C3=CC=CC=C31)N2